BrC=1C=NN(C1\C=C(/C#N)\C1=CC=C(C=C1)Cl)C (Z)-3-(4-bromo-1-methyl-1H-pyrazol-5-yl)-2-(4-chlorophenyl)acrylonitrile